6-methyl-3-pyridinesulfonyl chloride CC1=CC=C(C=N1)S(=O)(=O)Cl